ClC=1C=C(OC2CCC(CC2)NC(=O)C2=NC=C(N=C2)N2CCC(CC2)CNC2CC(C2)OC=2C=C3C(N(CC3=CC2)[C@H]2C(NC(CC2)=O)=O)=O)C=CC1C#N N-((1r,4r)-4-(3-chloro-4-cyanophenoxy)cyclohexyl)-5-(4-((((1r,3r)-3-((2-(2,6-dioxopiperidin-3-yl)-3-oxoisoindolin-5-yl)oxy)cyclobutyl)amino)methyl)piperidin-1-yl)pyrazine-2-carboxamide